BrC=1N=C(N(N1)C1=NC=C(C=C1)OCC(F)F)C(C)NC(C1=CC(=CC(=C1)C(F)(F)F)OCC(F)(F)F)=O N-[1-[5-bromo-2-[5-(2,2-difluoroethoxy)-2-pyridyl]-1,2,4-triazol-3-yl]ethyl]-3-(2,2,2-trifluoroethoxy)-5-(trifluoromethyl)benzamide